sodium didecyl sulfosuccinate sodium ditridecylsulfosuccinate C(CCCCCCCCCCCC)C(C(C(=O)[O-])S(=O)(=O)O)(C(=O)[O-])CCCCCCCCCCCCC.[Na+].S(=O)(=O)(O)C(C(=O)OCCCCCCCCCC)CC(=O)OCCCCCCCCCC.[Na+]